FC(C1=CC=C(OCCC=2C=C3C(=CNC3=CC2)NC(=O)C=2N=CSC2)C=C1)(F)F N-(5-(2-(4-(trifluoromethyl)phenoxy)ethyl)-1H-indol-3-yl)thiazole-4-carboxamide